NC1=CC=C(C(=C1NS(=O)(=O)C1=C(C=C(C=C1C)Br)F)C)F N-(6-amino-3-fluoro-2-methyl-phenyl)-4-bromo-2-fluoro-6-methyl-benzenesulfonamide